C1(CCCCCC1)OCC(=O)N1CCN(CC1)C(=O)[C@H]1[C@@H](C1)C1=CC=CC=C1 2-(cycloheptyloxy)-1-(4-(trans-2-phenylcyclopropanecarbonyl)piperazin-1-yl)ethanone